FC(CN1[C@@H](C2=CC=C(C=C2C[C@H]1C)O)C1=C(C=C(C=C1F)N(C(OC(C)(C)C)=O)[C@@H]1CN(CC1)CCCF)F)(C)F Tert-butyl (4-((1S,3R)-2-(2,2-difluoropropyl)-6-hydroxy-3-methyl-1,2,3,4-tetrahydroisoquinolin-1-yl)-3,5-difluorophenyl)((S)-1-(3-fluoropropyl)pyrrolidin-3-yl)carbamate